ClC1=C(C=CC(=C1)Cl)\C=1\CCCC2=C(\C1\C1=CC=C(C=C1)C(=NOC)C1CN(C1)CCCF)C=CC(=C2)C(=O)O (Z)-8-(2,4-Dichlorophenyl)-9-(4-((1-(3-fluoropropyl)azetidin-3-yl)(methoxyimino)methyl)phenyl)-6,7-dihydro-5H-benzo[7]annulene-3-carboxylic acid